1-(4-bromo-3-fluoro-2-methylphenyl)ethanone BrC1=C(C(=C(C=C1)C(C)=O)C)F